C(C)OC=C1CO1 ethoxymethylene ethylene oxide